3-chloro-4-(5-chloro-2-(4-chloro-1H-1,2,3-triazol-1-yl)phenyl)pyridin-2(1H)-one ClC=1C(NC=CC1C1=C(C=CC(=C1)Cl)N1N=NC(=C1)Cl)=O